FC1=CC=C(C=C1)[Se]C1=C(C=C(C=C1)C)C1=C(C=CC=C1)NC(C1=NC=CC=C1)=O N-(2'-((4-fluorophenyl)selanyl)-5'-methyl-[1,1'-biphenyl]-2-yl)picolinamide